1-tert-Butyl-5-ethyl-4-hydroxy-3-isopropyl-pyrazol C(C)(C)(C)N1N=C(C(=C1CC)O)C(C)C